C12(CC3CC(CC(C1)C3)C2)C(=O)OCC(S(=O)(=O)O)(F)F 2-(adamantane-1-carbonyloxy)-1,1-difluoroethanesulfonic acid